(3-amino-4,5,6,7-tetrahydro-pyrazolo[3,4-c]pyridin-1-yl)(8-methyl-1,2,3,4-tetrahydro-quinolin-4-yl)methanone NC1=NN(C=2CNCCC21)C(=O)C2CCNC1=C(C=CC=C21)C